FC(C1=NN(C(=C1)C1=NC(=NO1)C1(CC1)C1=C(C=CC=C1)C)CC1=CC=C(C(=O)OC)C=C1)F methyl 4-((3-(difluoromethyl)-5-(3-(1-(o-tolyl)cyclopropyl)-1,2,4-oxadiazol-5-yl)-1H-pyrazol-1-yl)methyl)benzoate